C(C)OC(=O)C1=CC=2N(C=C1)C(=C(N2)C=2NC1=CC=CC=C1C2)C ethyl-2-(1H-indol-2-yl)-3-methylimidazo[1,2-a]pyridine-7-carboxylate